8-(5-(benzo[d]thiazol-5-yl)-1H-pyrrolo[2,3-b]pyridin-4-yl)-2,8-diazaspiro[4.5]decan-1-one S1C=NC2=C1C=CC(=C2)C=2C(=C1C(=NC2)NC=C1)N1CCC2(CCNC2=O)CC1